4-(2-methoxy-4-{6-oxo-2H,4H,5H,6H,7H-pyrazolo[3,4-b]pyridin-4-yl}phenoxymethyl)-3-(trifluoromethyl)benzoic acid COC1=C(OCC2=C(C=C(C(=O)O)C=C2)C(F)(F)F)C=CC(=C1)C1C=2C(NC(C1)=O)=NNC2